[N+](=[N-])=C(C(C)=O)P(=O)(OC)OC 1-Diazo-1-dimethoxyphosphorylpropan-2-one